COCCCNC(C1=CC(=CC=C1)NC1=NC=C(C(=N1)NCC=1C(=NC=CC1)N(S(=O)(=O)C)C)C(F)(F)F)=O N-(3-methoxypropyl)-3-({4-[({2-[methyl(methylsulfonyl)amino]pyridin-3-yl}methyl)amino]-5-(trifluoromethyl)pyrimidin-2-yl}amino)benzamide